[Hg]I Mercury(I) iodide